12-methyl-8,11,13,14,16-pentaazatetracyclo-[8.6.0.02,7.011,15]Hexadec-1(10),2,4,6,8,12,14-heptaene CC=1N2C=3C=NC4=CC=CC=C4C3NC2=NN1